NC1=NNC(=N1)C(=O)OCC ethyl 3-amino-1,2,4-triazole-5-carboxylate